3-[4-[(2,6-dioxo-3-piperidyl)amino]-2-fluoro-phenyl]-8-azabicyclo[3.2.1]octane-8-carboxylate O=C1NC(CCC1NC1=CC(=C(C=C1)C1CC2CCC(C1)N2C(=O)[O-])F)=O